9-(4-chloro-2-fluoro-phenyl)-7-[(2S,4R)-2-(6-keto-1H-pyridin-3-yl)tetrahydropyran-4-yl]-2,3-dimethyl-pyrazino[1,2-a]pyrimidin-4-one ClC1=CC(=C(C=C1)C1=NC(=CN2C1=NC(=C(C2=O)C)C)[C@H]2C[C@H](OCC2)C2=CNC(C=C2)=O)F